FC1(CN(CCC1)C1=C(C=NN1CCOC[Si](C)(C)C)NC(=O)C=1C=NN2C1N=CC=C2)F N-(5-(3,3-difluoropiperidin-1-yl)-1-(2-((trimethylsilyl)methoxy)ethyl)-1H-pyrazol-4-yl)pyrazolo[1,5-a]pyrimidine-3-carboxamide